Cl.Cl.CN1CCNCCC1=O 4-methyl-1,4-diazepan-5-one dihydrochloride